NCCC[SiH2]C 3-aminopropyl-methyl-silane